5-[1-(2H3)methyl-1H-pyrazol-4-yl]-2-{3-[(3S)-3-(prop-2-yl)piperazin-1-yl]-1,2,4-triazin-6-yl}phenol dihydrochloride Cl.Cl.C(N1N=CC(=C1)C=1C=CC(=C(C1)O)C1=CN=C(N=N1)N1C[C@@H](NCC1)C(C)C)([2H])([2H])[2H]